NCC1=CC=C(C=C1)C1=NN2C(C(=N1)N)=CN=C2C(C)C (4-(aminomethyl)phenyl)-7-isopropylimidazo[5,1-f][1,2,4]triazin-4-amine